tert-butyl 4-(7-(2,6-bis(benzyloxy)pyridin-3-yl)-1,2,3,4-tetrahydronaphthalen-2-yl)piperazine-1-carboxylate C(C1=CC=CC=C1)OC1=NC(=CC=C1C1=CC=C2CCC(CC2=C1)N1CCN(CC1)C(=O)OC(C)(C)C)OCC1=CC=CC=C1